C1OCCC12CN(CC2)C2=NC=C(C=N2)O 2-(2-oxa-7-azaspiro[4.4]nonan-7-yl)pyrimidin-5-ol